2-(4,4-dimethyl-1-piperidinyl)-8-(1-hydroxyethyl)-6-methyl-chromen-4-one CC1(CCN(CC1)C=1OC2=C(C=C(C=C2C(C1)=O)C)C(C)O)C